2,2-dimethyl-N-(4'-oxospiro[indane-2,5'-oxazole]-2'-yl)propanamide CC(C(=O)NC=1OC2(C(N1)=O)CC1=CC=CC=C1C2)(C)C